cinnamaldehyde silver [Ag].C(C=CC1=CC=CC=C1)=O